C(C)(C)(C)OC(=O)N1CCC(CC1)OC=1N=C2C(=NC1)N(C=C2C2=NN=CN2)COCC[Si](C)(C)C.ClNS(=O)(=O)C(C)(C)C N-chlorotert-butylsulfonamide tert-butyl-4-{[7-(4H-1,2,4-triazol-3-yl)-5-{[2-(trimethylsilyl)ethoxy]methyl}-5H-pyrrolo[2,3-b]pyrazin-2-yl]oxy}piperidine-1-carboxylate